3-amino-5-methylbenzo[d]isoxazole-6-carboxylic acid methyl ester COC(=O)C1=CC2=C(C(=NO2)N)C=C1C